3-[(1S)-1-(2-butyl-5-{[4-(6-fluoropyridin-3-yl)phenyl]methyl}-6-hydroxy-4-oxo-1,4-dihydropyrimidin-1-yl)propyl]benzonitrile C(CCC)C=1N(C(=C(C(N1)=O)CC1=CC=C(C=C1)C=1C=NC(=CC1)F)O)[C@@H](CC)C=1C=C(C#N)C=CC1